C(C1=CC=CC=C1)OCC(NC([2H])([2H])[2H])([2H])[2H] 2-(benzyloxy)-N-(methyl-d3)ethan-1,1-d2-1-amine